N-(4-(2-((5-(p-tolyl)-4H-1,2,4-triazol-3-yl)thio)acetyl)phenethyl)acetamide C1(=CC=C(C=C1)C=1NC(=NN1)SCC(=O)C1=CC=C(CCNC(C)=O)C=C1)C